3-Bromo-5-fluorophenylboronic acid BrC=1C=C(C=C(C1)F)B(O)O